C(CCCCCCCCCCCCCCC)(=O)OCC(COC(CCCCCCCCCCCCCCC)=O)OC(CCCCCCCCCCCCCCCC(=O)Cl)=O 2-((17-chloro-17-oxoheptadecanoyl)oxy)propane-1,3-diyl dipalmitate